1-((4aR,6R,7R,8R,8aR)-6-(3-bromoprop-2-yn-1-yl)-7-methoxy-2,2-dimethylhexahydropyrano[3,2-d][1,3]dioxin-8-yl)-4-(3,4,5-trifluorophenyl)-1H-1,2,3-triazole BrC#CC[C@@H]1[C@@H]([C@H]([C@H]2OC(OC[C@H]2O1)(C)C)N1N=NC(=C1)C1=CC(=C(C(=C1)F)F)F)OC